N1=C(C=CC=C1)N1C(CCCC1=O)=O pyridin-2-yl-piperidine-2,6-dione